Methyl (R)-2-((3-bromo-5-nitropyridin-4-yl)(methyl)amino)butanoate BrC=1C=NC=C(C1N([C@@H](C(=O)OC)CC)C)[N+](=O)[O-]